CSCC(=O)O (methylsulfanyl)acetic acid